bromo-6-methoxypyridin-2-amine BrC=1C(=NC(=CC1)OC)N